ClC=1C=C(C=C(C1)NS(=O)(=O)C)NC(=O)C1=CN(C(=C1)C)C1=NC=C(C=N1)Cl N-(3-chloro-5-(methylsulfonamido)phenyl)-1-(5-chloropyrimidin-2-yl)-5-methyl-1H-pyrrole-3-carboxamide